C[N+](C)(C)CC1=CC=C(C=C1)C=C.[Cl-] (vinylbenzyl)trimethylammonium chloride